Ethyl-3-hydroxy-butanoat C(C)OC(CC(C)O)=O